(3-(3-(4-bromobenzyl)-2,5-dioxo-1-phenylimidazolin-4-yl)propanamido)-N-hydroxybutyramide BrC1=CC=C(CN2C(N(C(C2CCC(=O)NC(C(=O)NO)CC)=O)C2=CC=CC=C2)=O)C=C1